C(=O)O.ClC1=C(C(=O)N2CCC(CC2)C(=O)NCCNC)C=CC(=C1)NC(=O)C=1N(C(=CN1)C1=C(C(=C(C=C1)OCC#N)F)F)C 1-(2-chloro-4-(5-(4-(cyanomethoxy)-2,3-difluorophenyl)-1-methyl-1H-imidazole-2-carboxamido)benzoyl)-N-(2-(methylamino)ethyl)piperidine-4-carboxamide formate